CC(=O)NC1=CC(=C(C=C1)F)N N-(3-amino-4-fluorophenyl)acetamide